tert-butyl 4-(4-cyanophenyl)-6-((tetrahydro-2H-pyran-4-carboxamido) methyl)-isoindoline-2-carboxylate C(#N)C1=CC=C(C=C1)C1=C2CN(CC2=CC(=C1)CNC(=O)C1CCOCC1)C(=O)OC(C)(C)C